4-(2-(trifluoromethyl)phenyl)piperidin-1-ylmethanone FC(C1=C(C=CC=C1)C1CCN(CC1)C=O)(F)F